4-((2-aminophenyl)carbamoyl)benzyl (S)-2-(5-(4-chlorophenyl)-6,7-dimethyl-2-oxo-2,3-dihydro-1H-thieno[2,3-e][1,4]diazepin-3-yl)acetate ClC1=CC=C(C=C1)C=1C2=C(NC([C@@H](N1)CC(=O)OCC1=CC=C(C=C1)C(NC1=C(C=CC=C1)N)=O)=O)SC(=C2C)C